C(C)(C)(C)C=1C(=CC2=C(C=C(C=C2C1)C(C)(C)C)C(C)(C)C)C1(CCC(CC1)P(O)(O)O)C1=CC2=C(C=C(C=C2C=C1C(C)(C)C)C(C)(C)C)C(C)(C)C.S1C(=NC=C1)NS(=O)(=O)C1=CC=CC=C1 N-(thiazol-2-yl)benzenesulfonamide bis(3,6,8-tri-tert-butyl-2-naphthyl)cyclohexyl-phosphite